ClC1=C2C=3C(=NC=NC3C=C1B1OC(C(O1)(C)C)(C)C)NCCO2 8-chloro-9-(4,4,5,5-tetramethyl-1,3,2-dioxaborolan-2-yl)-5,6-dihydro-4H-[1,4]oxazepino[5,6,7-de]quinazoline